ClC1=C(C(=CC(=C1)C1=NC=C2N1CCN(C2)C(C=C)=O)F)C2=C(C(=CC=C2F)Cl)O (3-(2,3'-dichloro-6,6'-difluoro-2'-hydroxy-[1,1'-biphenyl]-4-yl)-5,6-dihydroimidazo[1,5-a]pyrazin-7(8H)-yl)prop-2-en-1-one